(S)-2-(pyrrolidin-1-yl)butanamide N1(CCCC1)[C@H](C(=O)N)CC